ethyl 5-((3-fluorophenyl) (hydroxy) methyl)-3-methylisoxazole-4-carboxylate FC=1C=C(C=CC1)C(C1=C(C(=NO1)C)C(=O)OCC)O